4-chloro-2-((tetrahydrofuran-2-yl)ethynyl)pyridine ClC1=CC(=NC=C1)C#CC1OCCC1